CN1N=C(C(=C1)NC1=NNC2=CC(=CC=C12)[C@@H]1C[C@@]12C(NC1=CC=C(C=C21)OC)=O)C (1R,2S)-2-{3-[(1,3-dimethylpyrazol-4-yl)amino]-1H-indazol-6-yl}-5'-methoxy-1'H-spiro[cyclopropane-1,3'-indol]-2'-one